FC(C(=O)O)(F)F.C1(CC1)COC1=CC(=C(C(=O)N2CCC(CC2)C=2C(=CC(=NC2)N)OC)C=C1OC)F 5-{1-[4-(cyclopropylmethoxy)-2-fluoro-5-methoxybenzoyl]piperidin-4-yl}-4-methoxypyridin-2-amine trifluoroacetate